Br.N1[C@H](CCC1)C=1SC=C(N1)C(=O)OCC (R)-ethyl 2-(pyrrolidin-2-yl)thiazole-4-carboxylate hydrobromide